1,3,5-tris(1H-imidazo[4,5-f][1,10]phenanthroline-2-yl)benzene N1C(=NC2=C3C=CC=NC3=C3N=CC=CC3=C21)C2=CC(=CC(=C2)C=2NC=1C(=C3C=CC=NC3=C3N=CC=CC13)N2)C=2NC=1C(=C3C=CC=NC3=C3N=CC=CC13)N2